CC1=C(C=C(C=C1)N)C The molecule is a primary arylamine that is aniline in which the hydrogens at the 3- and 4-positions are replaced by methyl groups. A low-melting, crystalline solid, it is used in the production of vitamin B2, dyes, pesticides and other chemicals. It is a dimethylaniline and a primary arylamine.